4-((2,4-bis(benzyloxy)-5-isopropyl-N-methylbenzamido)methyl)benzoic acid C(C1=CC=CC=C1)OC1=C(C(=O)N(C)CC2=CC=C(C(=O)O)C=C2)C=C(C(=C1)OCC1=CC=CC=C1)C(C)C